(S)-tert-butyl N-[[4-[[2-(tert-butoxycarbonylamino)-5-(4-fluorophenyl)phenyl]carbamoyl]phenyl]-methyl-oxo-sulfanylidene]carbamate C(C)(C)(C)OC(=O)NC1=C(C=C(C=C1)C1=CC=C(C=C1)F)NC(=O)C1=CC=C(C=C1)[S@@](=NC(OC(C)(C)C)=O)(=O)C